Cl.N1CC(C1)C1=NC=C(C=C1)Br 2-(azetidin-3-yl)-5-bromopyridine HCl